N=1SN=C2C1C=CC(=C2)CNC(C)C2=NC=CC=C2F N-(benzo[c][1,2,5]thiadiazol-5-ylmethyl)-1-(3-fluoropyridin-2-yl)ethan-1-amine